BrC=1C=CC(=C(C1)N1N=NC(=C1C)C(=O)NC1=NC2=CC=CC=C2C=C1)C 1-(5-Bromo-2-methylphenyl)-5-methyl-N-(quinolin-2-yl)-1H-1,2,3-triazole-4-carboxamide